(R)-7-bromo-5-((1-(dimethylamino)propan-2-yl)oxy)-N-(5-fluoro-2-methylquinolin-6-yl)quinazolin-4-amine BrC1=CC(=C2C(=NC=NC2=C1)NC=1C(=C2C=CC(=NC2=CC1)C)F)O[C@@H](CN(C)C)C